OC[C@H]1[C@@H]([C@@H]2CN(CCCCN12)C(=O)NC1=CC=C(C=C1)OC)C1=CC=C(C=C1)C#CC1=CC=CC=C1 (8R,9R,10R)-10-(hydroxymethyl)-N-(4-methoxyphenyl)-9-(4-(phenylethynyl)phenyl)-1,6-diazabicyclo[6.2.0]decane-6-carboxamide